C(CCC)\C(=C(/C(=O)O)\CCCC)\C(=O)O dibutyl-fumaric acid